FC(C(=O)O)(F)F.N1CCC(CC1)C#N piperidine-4-carbonitrile trifluoroacetic acid salt